NC1(C(C=C(NNC(CC)=O)C=C1C=1SC=C(N1)C(C1=C(C=CC=C1)OCC1=CC=CC=C1)=O)F)F N-[4-amino-5-[4-(benzyloxylbenzoyl)thiazol-2-yl]-3,4-difluoro-anilino]propanamide